C1(=CC=CC=C1)[C@H]1CCC(N1C1=NC=C(C=C1)C1=NOC(=N1)C(F)(F)F)=O |o1:6| (R or S)-5-Phenyl-1-(5-(5-(trifluoromethyl)-1,2,4-oxadiazol-3-yl)pyridin-2-yl)pyrrolidin-2-one